[Ni].[Fe].[B] boron iron nickel